2-(((1r,3r)-1-amino-3-ethylcyclopentyl)methoxy)-6-methoxy-4-(5-methoxyimidazo[1,2-a]pyridin-3-yl)benzonitrile N[C@]1(C[C@@H](CC1)CC)COC1=C(C#N)C(=CC(=C1)C1=CN=C2N1C(=CC=C2)OC)OC